OCCNC1=NC=NC=N1 6-(2-hydroxyethylamino)-s-triazine